C(C=C)OCCO[Si](C)(C)C [2-(allyloxy)]Ethoxytrimethylsilane